C(C)(C)(C)OC(=O)N1CCN(CC1)C=1C=NC(=CC1)C(NC1C(NC(CC1)=O)=O)=O.ClC1=CC=C(OC2=CC=C3C(CCOC3=C2OC)NC(C=C)=O)C=C1 N-{7-(4-chlorophenoxy)-8-methoxychroman-4-yl}acrylamide tert-butyl-4-(6-((2,6-dioxopiperidin-3-yl)carbamoyl)pyridin-3-yl)piperazine-1-carboxylate